N=1CC=CC2=CC=CCC12 2,8-dihydroquinoline